3-Fluoro-4-(1-methyl-4-(trifluoromethyl)-1H-imidazol-2-yl)benzylamine FC=1C=C(CN)C=CC1C=1N(C=C(N1)C(F)(F)F)C